(2-(propoxymethyl)pyrimidin-5-yl)boric acid C(CC)OCC1=NC=C(C=N1)OB(O)O